C(C)(C)(C)C1=CC=C(C=N1)C=1N=C2SC[C@@H](CN2C(C1C#N)=O)CF (S)-8-(6-(tert-butyl)pyridin-3-yl)-3-(fluoromethyl)-6-oxo-3,4-dihydro-2H,6H-pyrimido[2,1-b][1,3]thiazine-7-carbonitrile